methacryloyloxy-propyltriisopropoxysilane C(C(=C)C)(=O)OC(C)(C)O[Si](OC(C)C)(OC(C)C)CCC